C(C)(C)(C)[Si](OC1=CC(=C(C=C1)N(C1=CC=CC=C1)C(CCCCC)C)C)(C)C [4-(tert-butyl-dimethyl-silanyloxy)-2-methyl-phenyl]-(1-methyl-hexyl)-phenyl-amine